OC(C(CN1CC2=CC=C(C=C2CC1)NC1=NC=C(C(=N1)NC1CCNCC1)C(F)(F)F)=O)(C)C 3-hydroxy-3-methyl-1-(6-((4-(piperidin-4-ylamino)-5-(trifluoromethyl)pyrimidin-2-yl)amino)-3,4-dihydroisoquinolin-2(1H)-yl)butanone